FC=1C=C(C=C(C1F)N1CCNCC1)C=1C=C2C(=NC1)NC=C2C2=CC=1N(C=C2)N=CC1C=1C=NN(C1)C 5-(3,4-difluoro-5-(piperazin-1-yl)phenyl)-3-(3-(1-methyl-1H-pyrazol-4-yl)pyrazolo[1,5-a]pyridin-5-yl)-1H-pyrrolo[2,3-b]pyridine